5-chloro-N-(4-(pentafluorosulfanyl)benzyl)thiophene-2-carboxamide ClC1=CC=C(S1)C(=O)NCC1=CC=C(C=C1)S(F)(F)(F)(F)F